NC=1C=CC(=C2CN(C(C12)=O)CC(C(=O)N)=C)C=1C=C2C(=NNC2=CC1)C1=CC(=CC=C1)F 2-({7-amino-4-[3-(3-fluorophenyl)-1H-indazol-5-yl]-1-oxo-2,3-dihydro-1H-isoindol-2-yl}methyl)prop-2-enamide